FC1=C(C=C(C=C1)C=1N=C(SC1C1=CC=C2C=NNC2=C1)N)C 4-(4-fluoro-3-methylphenyl)-5-(1H-indazol-6-yl)thiazol-2-amine